The molecule is a carbamate ester. It has a role as an EC 3.1.1.7 (acetylcholinesterase) inhibitor, a carbamate insecticide, an acaricide and an agrochemical. It derives from a methylcarbamic acid and a N'-(3-hydroxyphenyl)-N,N-dimethylformamidine. CNC(=O)OC1=CC=CC(=C1)N=CN(C)C